5-bromo-4-fluoro-7-(hydroxymethyl)-2,3-dihydrobenzo[d]isothiazole 1,1-dioxide BrC=1C=C(C2=C(CNS2(=O)=O)C1F)CO